tert-butyl-morpholin C(C)(C)(C)N1CCOCC1